S(=O)(=O)(C1=CC=C(C)C=C1)OCCC1CCN(CC1)C(=O)OCC1=CC=CC=C1 Benzyl 4-(2-(Tosyloxy)ethyl)piperidine-1-carboxylate